NCCOCCOCCOCCOCCC(=O)OCCN(CCCCCCCC(=O)OCCCCCCCCC)CCCCCCCC(=O)OC(CCCCCCCC)CCCCCCCC Nonyl 8-[2-[3-[2-[2-[2-(2-aminoethoxy)ethoxy]ethoxy]ethoxy]propanoyloxy]ethyl-[8-(1-octylnonoxy)-8-oxo-octyl]amino]octanoate